N[C@@H]1C(C2C(=C(CS[C@H]12)CSC1=CC=CC=C1)C(=O)O)=O (1S,8R)-8-amino-7-oxo-4-((phenylsulfanyl)methyl)-2-thiabicyclo[4.2.0]Oct-4-ene-5-carboxylic acid